C=C1C=CC(O1)=O 5-methylene-2(5H)-furanone